3-(((6-(2-chloro-2'-methyl-3'-((2-methylpyrido[3,2-d]pyrimidin-4-yl)amino)-[1,1'-biphenyl]-3-yl)-2-methoxypyridin-3-yl)methyl)amino)-2,2-dimethylpropionic acid ClC1=C(C=CC=C1C1=CC=C(C(=N1)OC)CNCC(C(=O)O)(C)C)C1=C(C(=CC=C1)NC=1C2=C(N=C(N1)C)C=CC=N2)C